FC1=C(C=C(C#N)C=C1)COC1=NC(=CC=C1)C1CCNCC1 4-Fluoro-3-(((6-(piperidin-4-yl)pyridin-2-yl)oxy)methyl)benzonitrile